Potassium benzene-1,2-disulfonate C=1(C(=CC=CC1)S(=O)(=O)[O-])S(=O)(=O)[O-].[K+].[K+]